1,3-DICHLORO-5-[ISOCYANO-(TOLUENE-4-SULFONYL)-METHYL]-BENZENE ClC1=CC(=CC(=C1)C(S(=O)(=O)C1=CC=C(C)C=C1)[N+]#[C-])Cl